C(C)C=1C=2N(C=C(N1)C)N=C(C2)C=2N=C1N(C(C2)=O)C=C(C=C1)N1C[C@H](NCC1)C (R)-2-(4-ethyl-6-methylpyrazolo[1,5-a]pyrazin-2-yl)-7-(3-methylpiperazin-1-yl)-4H-pyrido[1,2-a]pyrimidin-4-one